Propylenglycol dioleat C(CCCCCCC\C=C/CCCCCCCC)(=O)OCC(C)OC(CCCCCCC\C=C/CCCCCCCC)=O